N-(4-(6-(2-(diethylamino)ethoxy)-7-methoxyquinazolin-4-yl)phenyl)-2-(4-fluorophenyl)acetamide C(C)N(CCOC=1C=C2C(=NC=NC2=CC1OC)C1=CC=C(C=C1)NC(CC1=CC=C(C=C1)F)=O)CC